1,3-bis(2-methylphenyl)propene CC1=C(C=CC=C1)C=CCC1=C(C=CC=C1)C